C(C)(C)(C)C=1C=C(C(=C(C1)C1=CC=CC=C1)NC1=CC=C(C=C1)C1=CC(=CC(=C1)C1=CC=CC=C1)C1=CC=CC=C1)C1=CC=CC=C1 5'-(tert-butyl)-N-(5'-phenyl-[1,1':3',1''-terphenyl]-4-yl)-[1,1':3',1''-terphenyl]-2'-amine